S1N=C(N=C1)C1=C(C(=O)N)C=CC=N1 1,2,4-THIADIAZOLYLNICOTINAMIDE